N(=[N+]=[N-])[C@H]1[C@@H]([C@H](CCC1)N1N=C(N=C1)C1=CC(=CC=C1)F)O (1R,2R,6S)-2-azido-6-(3-(3-fluorophenyl)-1H-1,2,4-triazol-1-yl)cyclohexanol